5-chloro-3-cyclopropyl-N-((7-phenylimidazo[1,2-a]pyridin-2-yl)methyl)pyrazolo[1,5-a]pyrimidin-7-amine ClC1=NC=2N(C(=C1)NCC=1N=C3N(C=CC(=C3)C3=CC=CC=C3)C1)N=CC2C2CC2